ClC=1C=C2N=C3C=CC(=CC3=C(C2=CC1)NC(CCCN(CC)CC)C)OC 4-N-(6-chloro-2-methoxyacridin-9-yl)-1-N,1-N-diethylpentane-1,4-diamine